COCCOC=1C=C(C=CC1OC1=CC=CC=C1)N1C(N(C(NC1=O)=O)C1=CC=C(C=C1)OC)=O 1-[3-(2-Methoxyethoxy)-4-phenoxyphenyl]-3-(4-methoxyphenyl)-1,3,5-triazinan-2,4,6-trion